C(C)OC(\C=C(\C1CC1)/N)=O.N1C=NC(=C1)COC1=C(C=CC=C1)C1=NC=CN=C1 2-(2-((1H-imidazol-4-yl)methoxy)phenyl)pyrazine Ethyl-(Z)-3-amino-3-cyclopropylacrylate